ClC=1C(=NC=C(C1[C@H](C)OC=1C=C2C(=NNC2=CC1)C=1C=NC(=C(C#N)C1)N1CC(C1)O)Cl)F (S)-5-(5-(1-(3,5-dichloro-2-fluoropyridin-4-yl)ethoxy)-1H-indazol-3-yl)-2-(3-hydroxyazetidin-1-yl)nicotinonitrile